P(O)(O)(O)=O.C1(CC1)C(=O)N cyclopropanecarboxamide, phosphoric acid salt